2-methyl-4-(2,6,6-trimethyl-1-cyclohexene-1-yl)-2-butene-1-aldehyde CC(C=O)=CCC1=C(CCCC1(C)C)C